[N+](=O)([O-])C1=CC=C(C(=O)NC(O)=O)C=C1.C(N)(OCC1=CC=C(C=C1)[N+](=O)[O-])=O p-nitrobenzyl carbamate (p-nitrobenzoyl carbamate)